BrC1=C(C=C2C(=NC(=NC2=C1F)SC)O)C(F)(F)F 7-bromo-8-fluoro-2-methylthio-6-(trifluoromethyl)quinazoline-4-ol